CC1=C(OC[C@H]2NC(=NOC2)C2=C(N=NC(=C2)C)OC2=CC(=CC=C2)C(F)(F)F)C=CC(=C1)C |r| rac-5-[(2,4-dimethylphenoxy)methyl]-3-[6-methyl-3-[3-(trifluoro-methyl)phenoxy]pyridazin-4-yl]-5,6-dihydro-4H-1,2,4-oxadiazine